8-methoxy-6-(4,4,5,5-tetramethyl-1,3,2-dioxaborolan-2-yl)-2-(2,2,2-trifluoroethyl)-3,4-dihydroisoquinolin-1-one COC=1C=C(C=C2CCN(C(C12)=O)CC(F)(F)F)B1OC(C(O1)(C)C)(C)C